C(C)C1=C(NC2=CC=C(C=C12)C1CCN(CC1)C(=O)C1CCNCC1)C1=C2C(=NC=C1)NN=C2 (4-(3-ethyl-2-(1H-pyrazolo[3,4-b]pyridin-4-yl)-1H-indol-5-yl)piperidin-1-yl)(piperidin-4-yl)methanone